P(=O)(OCC)(OCC)OCO diethyl (hydroxymethyl) phosphate